(2R,5S,13aR)-N-(4-fluoro-2-(trifluoromethyl)benzyl)-8-hydroxy-7,9-dioxo-2,3,4,5,7,9,13,13a-octahydro-2,5-methanopyrido[1',2':4,5]pyrazino[2,1-b][1,3]oxazepine-10-carboxamide FC1=CC(=C(CNC(=O)C=2C(C(=C3N(C[C@H]4O[C@@H]5CC[C@H](N4C3=O)C5)C2)O)=O)C=C1)C(F)(F)F